(4aR,8aS)-6-(4-(1-(4-Fluorophenyl)-3-methoxypropyl)piperidine-1-carbonyl)hexahydro-2H-pyrido[4,3-b][1,4]oxazin-3(4H)-one FC1=CC=C(C=C1)C(CCOC)C1CCN(CC1)C(=O)N1C[C@@H]2[C@@H](OCC(N2)=O)CC1